S1C(=CC=C1)[C@H]1[C@@H](CNC1)C(=O)O trans-4-(2-thienyl)-pyrrolidine-3-carboxylic acid